7-((2-methoxyethoxy)methoxy)-6-(7-((2-methoxyethoxy)methoxy)-4-oxo-4H-chromen-3-yl)-4-oxospiro[chromane-2,4'-piperidine]-1'-carboxylic acid tert-butyl ester C(C)(C)(C)OC(=O)N1CCC2(CC1)OC1=CC(=C(C=C1C(C2)=O)C2=COC1=CC(=CC=C1C2=O)OCOCCOC)OCOCCOC